C(C)OC(=O)C1=C(C=C(C=C1)C=1CCN(CC1)C(=O)OC(C)(C)C)C tert-butyl 4-(4-(ethoxycarbonyl)-3-methylphenyl)-3,6-dihydropyridine-1(2H)-carboxylate